C(C)(C)(C)OC(NC1CCC(CC1)CNC1=CC=C(C=C1)N(CC)CC)=O ((1r,4r)-4-(((4-(diethylamino)phenyl)amino)methyl)cyclohexyl)carbamic acid tert-butyl ester